(S)-2-(3-((6-((1-(3-(tert-butyl)phenyl)ethyl)carbamoyl)-1-isopropyl-2-methyl-1H-indol-3-yl)methyl)phenoxy)-2-methylpropanoic acid C(C)(C)(C)C=1C=C(C=CC1)[C@H](C)NC(=O)C1=CC=C2C(=C(N(C2=C1)C(C)C)C)CC=1C=C(OC(C(=O)O)(C)C)C=CC1